FC(C=1C=CC(=NC1)N)(F)F 5-(trifluoro-methyl)pyridin-2-amine